C12COCC(CC1)N2C=2C1=C(N=CN2)NC(=C1)C1=CC=C(C=C1)NC(C1=C(C=CC(=C1)CN1C[C@@H](CCC1)NC(C=C)=O)F)=O N-(4-(4-(3-oxa-8-azabicyclo[3.2.1]octan-8-yl)-7H-pyrrolo[2,3-d]pyrimidin-6-yl)phenyl)-5-(((R)-3-acrylamidopiperidin-1-yl)methyl)-2-fluorobenzamide